CN1N=NC2=C1N(C=1C=CC=CC21)C2=CC=C(C=C2)C(F)(F)F 3-methyl-4-[4-(trifluoromethyl)phenyl]-3H,4H-[1,2,3]triazolo[4,5-b]indole